1-(4-chloro-2-isopropylnaphthalen-1-yl)-1H-pyrrole-2,5-dione ClC1=CC(=C(C2=CC=CC=C12)N1C(C=CC1=O)=O)C(C)C